(S)-5-formyl-2-(3'-((7-((3-hydroxypyrrolidin-1-yl)methyl)-2-methylpyrido[3,2-d]pyrimidin-4-yl)amino)-2,2'-dimethylbiphenyl-3-yl)benzo[d]oxazole-7-carbonitrile C(=O)C=1C=C(C2=C(N=C(O2)C=2C(=C(C=CC2)C2=C(C(=CC=C2)NC=2C3=C(N=C(N2)C)C=C(C=N3)CN3C[C@H](CC3)O)C)C)C1)C#N